BrC1=CC(=CC(=C1)F)OCC 1-bromo-3-ethoxy-5-fluorobenzene